N1=CC(=CC=C1)N1C=NC2=C(C1=O)C=C(N=C2C=2C=NC=CC2)C=2C=NC(=CC2)C(F)(F)F 3,8-bis(pyridin-3-yl)-6-(6-(trifluoromethyl)pyridin-3-yl)pyrido[3,4-d]pyrimidin-4(3H)-one